C(C)OC(NC(N)=O)(OCC)OCC 3-triethoxymethyl-urea